C(#N)C1=C(SC(=C1)C(C)(C)O)S(=O)(=O)N 3-cyano-5-(2-hydroxy-prop-2-yl)thiophene-2-sulfonamide